CN(C(SC1=C(C=C(C=C1)CN(C)C)OC)=O)C S-[4-[(dimethylamino)methyl]-2-methoxy-phenyl] N,N-dimethylcarbamothioate